(4-(2-(4-(3-((2-(2,6-dioxopiperidin-3-yl)-1,3-dioxoisoindoline-5-yl)amino)propoxy)phenyl)propan-2-yl)phenoxy)pyrimidine-2-carboxylic acid methyl ester COC(=O)C1=NC=CC(=N1)OC1=CC=C(C=C1)C(C)(C)C1=CC=C(C=C1)OCCCNC=1C=C2C(N(C(C2=CC1)=O)C1C(NC(CC1)=O)=O)=O